8-Oxoguanosine-5'-Triphosphate P(O)(=O)(OP(=O)(O)OP(=O)(O)O)OC[C@@H]1[C@H]([C@H]([C@@H](O1)N1C(N=C2C(=O)N=C(N)N=C12)=O)O)O